7-Chloro-8-methyl-2-(trifluoromethyl)-4H-pyrimido[1,2-b]pyridazin-4-one ClC=1C(=CC=2N(N1)C(C=C(N2)C(F)(F)F)=O)C